copper-mercury oxide [Hg]=O.[Cu]